ONS(O)=O monohydroxysulfinamic acid